CC(C#CP(C1=CC=CC=C1)C1=C(C=CC=C1)F)(C)C (3,3-dimethyl-1-butynyl)(2-fluorophenyl)phenylphosphine